2-n-butyl-1,3-propylene glycol C(CCC)C(CO)CO